2-((4-chlorobenzyl)thio)-4H-imidazole ClC1=CC=C(CSC=2N=CCN2)C=C1